N-{(1R)-1-[3-(furan-3-yl)-phenyl]ethyl}-6,7-dimethoxy-2-methylquinazolin-4-amine O1C=C(C=C1)C=1C=C(C=CC1)[C@@H](C)NC1=NC(=NC2=CC(=C(C=C12)OC)OC)C